C(C1=CC=CC=C1)OC1=C(C(=O)N2CC=3C=CC=C(C3C2)C#N)C(=CC(=C1)O)O 2-(2-(benzyloxy)-4,6-dihydroxybenzoyl)isoindoline-4-carbonitrile